ClC1=NC=C(C(=C1)NC1=C(C(=O)NOC)C=CC=C1)Cl 2-[(2,5-dichloropyridin-4-yl)amino]-N-methoxybenzamide